ClC=1C(=NC=CC1)N1N=C(C=C1C(=O)NC=1C(=CC=2N(C1C(=O)NC)N=CC2)C)OC2=CC(=NN2C)C(F)(F)F 6-(1-(3-Chloropyridin-2-yl)-3-((1-Methyl-3-(trifluoromethyl)-1H-pyrazol-5-yl)oxy)-1H-pyrazol-5-carboxamido)-N,5-dimethylpyrazolo[1,5-a]pyridin-7-carboxamid